(5s)-5-AMINO-5-[2-(4-HYDROXYPIPERIDYL)PHENYL]PENTANOIC ACID N[C@@H](CCCC(=O)O)C1=C(C=CC=C1)N1CCC(CC1)O